2-(ethylamino)-4-(methylsulfanyl)-6-aminotriazine C(C)NN1NC(=CC(=N1)SC)N